5-(sec-butyl)-N-(pyridin-2-yl)picolinamide hydrogen chloride Cl.C(C)(CC)C=1C=CC(=NC1)C(=O)NC1=NC=CC=C1